4-(3-aminopyridine-2-oxy)piperidine-1-carboxylic acid tert-butyl ester C(C)(C)(C)OC(=O)N1CCC(CC1)OC1=NC=CC=C1N